C[Si](N1C(SCC1)=S)(C)C 3-(trimethylsilyl)-2-thiazolidinethione